rac-tert-butyl 4-({6-[(3R)-2,6-dioxopiperidin-3-yl]-3,4-dihydro-1H-isoquinolin-2-yl}methyl)piperidine-1-carboxylate O=C1NC(CC[C@@H]1C=1C=C2CCN(CC2=CC1)CC1CCN(CC1)C(=O)OC(C)(C)C)=O |r|